C(=O)(O)COC1=CC=C(C=C1)C(C=CC=1C=C(C(=O)O)C=CC1)=O 3-[3-[4-(Carboxymethoxy)phenyl]-3-oxoprop-1-enyl]benzoic acid